O1CCC(CC1)C=1N=C2N(C=C(N=C2)C(=O)NC2=NC(=CC=C2)C(F)(F)F)C1 2-tetrahydropyran-4-yl-N-[6-(trifluoromethyl)-2-pyridyl]imidazo[1,2-a]pyrazine-6-carboxamide